CNC(OCC1CCN(CC1)CC1=CC(=NC(=C1)OC=1C=NC(=CC1)N1CCN(CC1)C)C1=CC(=CC(=C1)Cl)Cl)=O (1-((2-(3,5-dichlorophenyl)-6-((6-(4-methylpiperazin-1-yl)pyridin-3-yl)oxy)pyridin-4-yl)methyl)piperidin-4-yl)methyl methylcarbamate